C(#N)N1C[C@]2(CC2C1)NC(=O)C1=NNC(=C1)C1=C(C=NC=C1)SC1=CC=C(C=C1)F N-((1R)-3-cyano-3-azabicyclo[3.1.0]hexan-1-yl)-5-(3-((4-fluorophenyl)thio)pyridin-4-yl)-1H-pyrazole-3-carboxamide